C(C(=C)C)(=O)OCCNC(=O)NC1=CC=CC=C1 2-(3-phenylureido)ethyl Methacrylate